C[Sn](C1=CC2=C(C3=C(S2)C=C(S3)[Sn](C)(C)C)S1)(C)C 2,6-bis(trimethylstannyl)dithieno[3,2-b:2',3'-d]thiophene